C(C)OC(CCCCCCCCCCCCCCC)=O Ethyl-palmitate